3-Methylpiperidin-2-one CC1C(NCCC1)=O